OCCN1CCC(CC1)N1N=CC(=C1)C1=CC(=C(C(=N1)N1[C@H](CC1)C)C#N)C(F)(F)F 6-[1-[1-(2-hydroxyethyl)-4-piperidyl]pyrazol-4-yl]-2-[(2S)-2-methylazetidin-1-yl]-4-(trifluoromethyl)pyridine-3-carbonitrile